O1C(CCC1)N1C2=NC=NC(=C2N=C1)N 9-(tetrahydrofuran-2-yl)-9h-purin-6-amine